(7'S)-1-[2-(difluoromethyl)pyrimidin-4-yl]-7'-(3,5-difluorophenyl)dihydro-1'H,3'H,5'H-spiro[piperidine-4,2'-pyrazolo[1,2-a]pyrazol]-1'-one FC(C1=NC=CC(=N1)N1CCC2(CN3N([C@@H](CC3)C3=CC(=CC(=C3)F)F)C2=O)CC1)F